NC1=CC=C(C=C1)N(C(CN1CCC1)=O)C N-(4-aminophenyl)-2-(azetidin-1-yl)-N-methylacetamide